3-[2-(triethylsilyl)ethynyl]imidazo[1,2-b]pyridazine C(C)[Si](C#CC1=CN=C2N1N=CC=C2)(CC)CC